4-(1,3-dicarbonyl-isoindolin-2-yl)-1-methylcyclohexane-1-carboxylic acid ethyl ester C(C)OC(=O)C1(CCC(CC1)N1C(C2=CC=CC=C2C1=C=O)=C=O)C